Sodium butylphenol C(CCC)C1=C(C=CC=C1)O.[Na]